N[C@H]1CS(C2=C(N(C1=O)CC=1C=NC(=NC1)C1CC1)C=C(C(=C2)F)C=2OC(=NN2)C(C)(C)C)(=O)=O (3R)-3-amino-7-(5-tert-butyl-1,3,4-oxadiazol-2-yl)-5-[(2-cyclopropylpyrimidin-5-yl)methyl]-8-fluoro-1,1-dioxo-2,3-dihydro-1λ6,5-benzothiazepin-4-one